CC/C=C\C/C=C\C/C=C\C/C=C\C/C=C\CCCC(=O)OC[C@H](COP(=O)(O)OC[C@@H](C(=O)O)N)OC(=O)CCC/C=C\C/C=C\C/C=C\C/C=C\C/C=C\CC 1,2-di-(5Z,8Z,11Z,14Z,17Z-eicosapentaenoyl)-sn-glycero-3-phosphoserine